2-(4-bromo-5-(2,6-dimethylphenoxy)-2-oxopyridin-1(2H)-yl)-N,N-dimethylacetamide BrC1=CC(N(C=C1OC1=C(C=CC=C1C)C)CC(=O)N(C)C)=O